(3'R)-2-[6-amino-5-(trifluoromethyl)pyridin-3-yl]-N-[1-(1-methyl-1H-pyrazol-5-yl)ethyl]-6,7-dihydro-1'H-spiro[pyrazolo[5,1-c][1,4]oxazine-4,3'-pyrrolidine]-1'-carboxamide NC1=C(C=C(C=N1)C1=NN2C(=C1)[C@@]1(CN(CC1)C(=O)NC(C)C1=CC=NN1C)OCC2)C(F)(F)F